OCCN1CCN(CC1)CCCC(=O)OCC(COCCCCCCCCCCCCCC)(COCCCCCCCCCCCCCC)COCCCCCCCCCCCCCC 3-(Tetradecyloxy)-2,2-bis((tetradecyloxy)methyl)propyl 4-(4-(2-hydroxyethyl)piperazin-1-yl)butanoate